4-{[5-(5,6-dimethoxypyridin-3-yl)thiophen-2-yl]methyl}-2,4-dihydro-3H-1,2,4-triazol-3-one COC=1C=C(C=NC1OC)C1=CC=C(S1)CN1C(NN=C1)=O